ls-1,3-bis((trimethylol)methylamino)propane C(O)C(CO)(CO)NCCCNC(CO)(CO)CO